C[SH-]C(OCC1CCC(CC1)(C)O)=S O-(((1S,4S)-4-hydroxy-4-methylcyclohexyl) methyl) S-methyldithiocarbonate